tert-Butyl (2R,4S)-4-(4-bromobenzyl)-2-(((S)-1-((5-chloro-2-hydroxy-3-methylbenzyl)amino)-1-oxopropan-2-yl)carbamoyl)pyrrolidine-1-carboxylate BrC1=CC=C(C[C@H]2C[C@@H](N(C2)C(=O)OC(C)(C)C)C(N[C@H](C(=O)NCC2=C(C(=CC(=C2)Cl)C)O)C)=O)C=C1